7-bromo-2-(5-(6-methylpyridin-2-yl)-1H-imidazol-4-yl)-1,5-naphthyridine BrC1=CN=C2C=CC(=NC2=C1)C=1N=CNC1C1=NC(=CC=C1)C